2-(1-tetrahydropyran-2-ylindazol-6-yl)thiobenzoic acid O1C(CCCC1)N1N=CC2=CC=C(C=C12)C1=C(C(=S)O)C=CC=C1